tert-butyl (S)-(1'-(6-bromo-1,2,4-triazin-3-yl)-1,3-dihydrospiro[indene-2,4'-piperidin]-1-yl)carbamate BrC1=CN=C(N=N1)N1CCC2(CC1)[C@@H](C1=CC=CC=C1C2)NC(OC(C)(C)C)=O